1-[2-(decylthio)ethyl]azacyclopentane-2-one ethyl-4-(2-methyl-3-oxo-2,3-dihydro[1,2,4]triazolo[4,3-a]pyridin-7-yl)-3,4-dihydro-2H-pyrido[3,2-b][1,4]oxazine-7-carboxylate C(C)OC(=O)C1=CC=2OCCN(C2N=C1)C1=CC=2N(C=C1)C(N(N2)C)=O.C(CCCCCCCCC)SCCN2C(CCC2)=O